C(C1=CC=CC=C1)OC(=O)N1C(CCCC1)CSC1=CC(=NN1C)Cl (((3-chloro-1-methyl-1H-pyrazol-5-yl)thio)methyl)piperidine-1-carboxylic acid benzyl ester